NC1=NC=2C(=CC(=CC2C=2N1N=C(N2)CCN2CC=1N(CC2=O)C(=NC1)C(C)C)F)OC 7-(2-(5-amino-9-fluoro-7-methoxy-[1,2,4]triazolo[1,5-c]quinazolin-2-yl)ethyl)-3-isopropyl-7,8-dihydroimidazo[1,5-a]pyrazin-6(5H)-one